C(C1=CC=CC=C1)C(C(=O)C1=CC=C(C=C1)N1CCOCC1)(CC)N(C)C 2-benzyl-2-(di-methylamino)-1-[4-(4-morpholinyl)phenyl]-1-butanone